(S)-2-(cyclopropylmethyl)-3-methyl-7-(2-(1-methyl-1H-pyrazol-4-yl)morpholino)-9-(methylthio)-4H-pyrazino[1,2-a]pyrimidin-4-one C1(CC1)CC=1N=C2N(C(C1C)=O)C=C(N=C2SC)N2C[C@@H](OCC2)C=2C=NN(C2)C